C1(CC1)N1C=C(C(C2=CC(=C(C(=C12)O)F)F)=O)C(=O)O 1-cyclopropyl-6,7-difluoro-8-hydroxy-4-oxo-1,4-dihydroquinoline-3-carboxylic acid